C(=O)NC(CCCN1CC(CC1)C1=CN(C2=CC=CC=C12)S(=O)(=O)C1=CC=C(C=C1)C)=O N-formyl-4-(3-(1-(4-methylbenzenesulfonyl)-1H-indol-3-yl)pyrrolidine-1-yl)butyramide